N-(3-morpholinophenylmethyl)pyridin-4-amine O1CCN(CC1)C=1C=C(C=CC1)CNC1=CC=NC=C1